carbonyl-[bis[2-(diphenylphosphinomethyl)ethyl]amino]ruthenium hydrochloride Cl.C(=O)=[Ru]N(CCCP(C1=CC=CC=C1)C1=CC=CC=C1)CCCP(C1=CC=CC=C1)C1=CC=CC=C1